cerium-manganese-copper-tin [Sn].[Cu].[Mn].[Ce]